(5S)-5-[[[4-[3-Chloro-4-[2-chloro-3-[3-[(2-methoxyethylamino)methyl]-1-methyl-pyrrolo[2,3-b]pyridin-6-yl]phenyl]-2-pyridyl]-2-methoxy-phenyl]methylamino]methyl]pyrrolidin-2-one ClC=1C(=NC=CC1C1=C(C(=CC=C1)C1=CC=C2C(=N1)N(C=C2CNCCOC)C)Cl)C2=CC(=C(C=C2)CNC[C@@H]2CCC(N2)=O)OC